6-bromopyrazolo[1,5-A]pyridine-3-carboxylic acid methyl ester COC(=O)C=1C=NN2C1C=CC(=C2)Br